1-(4-hydroxybutyl)-4-(3-{[1-methyl-4-(1-methylimidazole-2-amido)pyrrol-2-yl]formamido}propanamido)imidazole-2-carboxylic acid OCCCCN1C(=NC(=C1)NC(CCNC(=O)C=1N(C=C(C1)NC(=O)C=1N(C=CN1)C)C)=O)C(=O)O